C(#N)C=1C=CC(=NC1)C1=CC=C(\C=N\OCC2=CC=C(C=C2)C=2N=C3N(C=CC(=C3)C3=CC=CC=C3)C2NC2=CC=C(C(=O)O)C=C2)C=C1 (E)-4-((2-(4-((((4-(5-Cyanopyridin-2-yl)benzylidene)amino)oxy)methyl)phenyl)-7-phenylimidazo[1,2-a]pyridin-3-yl)amino)benzoic acid